CC1(C(C1)NC=O)C 2,2-dimethylcyclopropylformamide